[N+](=O)([O-])P([N+](=O)[O-])[N+](=O)[O-] Tri-nitrylphosphine